3-[(3-fluoro-2-methoxyphenyl)amino]-2-(3-{[(2S)-1-(2-fluoroprop-2-enoyl)pyrrolidin-2-yl]methoxy}pyridin-4-yl)-1H,5H,6H,7H-pyrrolo[3,2-c]pyridin-4-one FC=1C(=C(C=CC1)NC1=C(NC2=C1C(NCC2)=O)C2=C(C=NC=C2)OC[C@H]2N(CCC2)C(C(=C)F)=O)OC